O=C1C(C(C2=CC(=CC=C12)S(=O)(=O)C=1C=C2C(C(C(C2=CC1)=O)C(CCCC)=O)=O)=O)C(CCCC)=O 5-[(1,3-dioxo-2-pentanoyl-2,3-dihydro-1H-inden-5-yl)sulfonyl]-2-pentanoyl-2,3-dihydro-1H-indene-1,3-dione